CC1=NOC(=C1C=1C=C(C=CC1OC[C@@H]1NCCCC1)NC(=O)C1CC12CCOCC2)C N-(3-(3,5-dimethylisoxazol-4-yl)-4-(((R)-piperidin-2-yl)methoxy)phenyl)-6-oxaspiro[2.5]octane-1-carboxamide